OCC1(C(OCC1)=O)N1N=C(C(=C1)[N+](=O)[O-])C 3-(hydroxymethyl)-3-(3-methyl-4-nitro-pyrazol-1-yl)tetrahydrofuran-2-one